(8R,9S,10R,13R,14S,17R)-17-hydroxy-17-(2-hydroxyacetyl)-12-(2-hydroxyethoxy)-10,13-dimethyl-1,2,6,7,8,9,10,11,12,13,14,15,16,17-tetradecahydro-3H-cyclopenta[a]phenanthren-3-one O[C@@]1(CC[C@H]2[C@@H]3CCC4=CC(CC[C@@]4([C@H]3CC([C@]12C)OCCO)C)=O)C(CO)=O